(S)-tert-butyl (1-((4,6-dichloropyridin-3-yl)oxy)-2,4-dimethylpentan-2-yl)carbamate ClC1=C(C=NC(=C1)Cl)OC[C@@](CC(C)C)(C)NC(OC(C)(C)C)=O